(R)-6-(3-methylmorpholino)-1-(1-((2-(trimethylsilyl)ethoxy)methyl)-1H-pyrazol-3-yl)-1H-pyrazolo[3,4-b]pyridine-4-carboxylic acid C[C@@H]1COCCN1C=1C=C(C2=C(N1)N(N=C2)C2=NN(C=C2)COCC[Si](C)(C)C)C(=O)O